4-(2,6-dichloro-benzoylamino)-1H-pyrazole-3-carboxylic acid ClC1=C(C(=O)NC=2C(=NNC2)C(=O)O)C(=CC=C1)Cl